NC1CC(C1)OC1=C(C=C(C(=O)OC)C=C1)O methyl 4-(3-aminocyclobutoxy)-3-hydroxy-benzoate